FC1=C(C(=CC(=C1)F)OC(C)C)C=1C2=C(C(=NC1C1=NN3C(CN([C@@H](C3)C)C(C=C)=O)=C1)C=1C=NN(C1)C)C=CS2 1-((R)-2-((R)-7-(2,4-difluoro-6-isopropoxyphenyl)-4-(1-methyl-1H-pyrazol-4-yl)thieno[3,2-c]pyridin-6-yl)-6-methyl-6,7-dihydropyrazolo[1,5-a]pyrazin-5(4H)-yl)prop-2-en-1-one